7-((3,5-difluoro-4-isothiocyanatophenyl)ethynyl)-3-(pent-1-yn-1-yl)-1,2-dihydronaphthalene FC=1C=C(C=C(C1N=C=S)F)C#CC1=CC=C2C=C(CCC2=C1)C#CCCC